(3S,4R)-1-((4-(isoindolin-5-yl)phenyl)sulfonyl)-4-((5-(trifluoromethyl)pyridin-2-yl)amino)piperidin-3-ol C1NCC2=CC(=CC=C12)C1=CC=C(C=C1)S(=O)(=O)N1C[C@@H]([C@@H](CC1)NC1=NC=C(C=C1)C(F)(F)F)O